(3,5-dichloro-4-methoxyphenyl)methanone ClC=1C=C(C=C(C1OC)Cl)C=O